S1C=NC2=C1C=CC(=C2)NC(=O)C2C(CN(CC2)S(=O)(=O)C=2C=CC1=C(CCO1)C2)C N-(benzo[d]thiazol-5-yl)-1-((2,3-dihydrobenzofuran-5-yl)sulfonyl)-3-methylpiperidine-4-carboxamide